methyl 3-(2-(3-amino-6-(2-hydroxyphenyl)pyridazin-4-yl)ethyl)bicyclo[1.1.1]pentane-1-carboxylate NC=1N=NC(=CC1CCC12CC(C1)(C2)C(=O)OC)C2=C(C=CC=C2)O